COC=1C=C(C=C(C1)OC)N(C1=CC=C2N=CC(=NC2=C1)C=1C=NN(C1)CCCCC(=O)NO)CCNC(C)C 5-(4-(7-((3,5-Dimethoxyphenyl)(2-(isopropylamino)ethyl)amino)quinoxalin-2-yl)-1H-pyrazole-1-yl)-N-hydroxyvaleramide